C1(=CC=CC=C1)[C@H]1CC2(CN(C2)C(=O)C2CC3(C2)NC(CC3)=O)CC1 (2R,4s)-2-((R)-6-phenyl-2-azaspiro[3.4]octane-2-carbonyl)-5-azaspiro[3.4]octan-6-one